benzo[1,2-d:4,5-d']bisoxazole O1C=NC2=C1C=C1N=COC1=C2